N-(2-acetamido-4-((5-chloro-4-(1H-indol-3-yl)pyrimidin-2-yl)amino)phenyl)-3-(dimethylamino)-N-methylpropanamide C(C)(=O)NC1=C(C=CC(=C1)NC1=NC=C(C(=N1)C1=CNC2=CC=CC=C12)Cl)N(C(CCN(C)C)=O)C